COC1=CC=C(C=N1)C=1N=C(SC1)NC1=CC(=CC=C1)C(F)(F)F 4-(6-methoxy-3-Pyridinyl)-N-[3-(trifluoromethyl)phenyl]Thiazol-2-amine